FC=1C=C2C(N(C(N(C2=CC1)CC1=CC=C(C(=O)NO)C=C1)=O)CCC1=CC=CC=C1)=O 4-((6-fluoro-2,4-dioxo-3-phenethyl-3,4-dihydroquinazolin-1(2H)-yl)methyl)-N-hydroxybenzoamide